heptadeca-2,4,6-triene CC=CC=CC=CCCCCCCCCCC